4-((2S,4S)-4-(cyclopropylmethoxy)-1-((5-methoxy-7-methyl-1H-indol-4-yl)sulfonyl)piperidin-2-yl)benzoic acid C1(CC1)CO[C@@H]1C[C@H](N(CC1)S(=O)(=O)C1=C2C=CNC2=C(C=C1OC)C)C1=CC=C(C(=O)O)C=C1